C(C1=CC=CC=C1)O[C@@]1([C@](O)(O[C@@H]([C@]1(O)OCC1=CC=CC=C1)C(O)COCC1=CC=CC=C1)N1C=NC2=C1SC=1C2=NC(=NC1N)N)O 2,3-Dibenzyloxy-5-benzyloxymethyl-1-[(5,7-diaminoimidazo-[4',5':4,5]thieno[3,2-d]pyrimidin-3-yl)]-β-D-ribofuranose